2,3-difluoro-1-propoxy-4-(4-(4-propylcyclohexyl)cyclohexyl)benzene FC1=C(C=CC(=C1F)C1CCC(CC1)C1CCC(CC1)CCC)OCCC